Cl.S1C=CC2=C1C=C(C=C2)CC(C)NC 1-(benzothien-6-yl)-N-methylpropan-2-amine hydrochloride